OC=1C=C2C(=C(N(C2=CC1)C1=CC=CC=C1)C1=CC=C(C=C1)OC)C(=O)OCC ethyl 5-hydroxy-2-(4-methoxyphenyl)-1-phenyl-1H-indole-3-carboxylate